NC(CCOC=1C(=C(C(=O)N)C=CC1C#N)NC1=C(C=C(C=C1)I)F)=O (3-amino-3-oxopropoxy)-4-cyano-2-((2-fluoro-4-iodophenyl)amino)benzamide